COC1=C2C=C(NC2=CC=C1)C(=O)N[C@H](C(=O)N[C@H](C(=O)OC)CC=1C=NC=CC1)CC(C)C Methyl (2S)-2-[[(2S)-2-[(4-methoxy-1H-indole-2-carbonyl)amino]-4-methyl-pentanoyl]amino]-3-(3-pyridyl)propanoate